7-((4-butoxyphenyl)amino)-4-methyl-2H-benzo[b][1,4]oxazin-3(4H)-one C(CCC)OC1=CC=C(C=C1)NC=1C=CC2=C(OCC(N2C)=O)C1